(S)-4-chloro-3-tert-butoxycarbonylaminobutyric acid methyl ester COC(C[C@@H](CCl)NC(=O)OC(C)(C)C)=O